COC1=CC=C(C=C1)CN(C1=NC(=NC=2N1N=CC2C2=CC=NC=C2)N2CCOCC2)CC2=NC1=C(N2CC2=CC=C(C=C2)OC)C=CC=C1 N-[(4-methoxyphenyl)methyl]-N-({1-[(4-methoxyphenyl)methyl]-1H-benzimidazol-2-yl}methyl)-2-(morpholin-4-yl)-8-(pyridin-4-yl)pyrazolo[1,5-a][1,3,5]triazin-4-amine